4-(6-chloro-3-methoxypyridazin-4-yl)-N-(5-(5-(difluoromethyl)picolinoyl)-5,6-dihydro-4H-pyrrolo[3,4-d]thiazol-2-yl)-6-methylnicotinamide ClC1=CC(=C(N=N1)OC)C1=CC(=NC=C1C(=O)NC=1SC2=C(N1)CN(C2)C(C2=NC=C(C=C2)C(F)F)=O)C